tert-Butyl 3-((5-cyclopropyl-3-(2-(trifluoromethoxy)phenyl)isoxazol-4-yl)methoxy)-8-azabicyclo[3.2.1]octane-8-carboxylate C1(CC1)C1=C(C(=NO1)C1=C(C=CC=C1)OC(F)(F)F)COC1CC2CCC(C1)N2C(=O)OC(C)(C)C